O=C1NC(CCC1N1C(C2=C3C(C(=CC=C13)CC=1C=NN(C1)C1N(CCC(C1)C#N)CC1(CCC1)C)=CC=C2)=O)=O [4-[[1-(2,6-dioxo-3-piperidyl)-2-oxo-benzo[cd]indol-6-yl]methyl]pyrazol-1-yl]-1-[(1-methylcyclobutyl)methyl]piperidine-4-carbonitrile